6-Fluoro-5-methoxy-4-(trimethylstannyl)isoquinoline FC=1C(=C2C(=CN=CC2=CC1)[Sn](C)(C)C)OC